6-[5-[[4-[2-(aminomethyl)-3,3-difluoro-allyl]-5-oxo-tetrazol-1-yl]methyl]-2-thienyl]-1-methyl-3,4-dihydro-quinolin-2-one NCC(CN1N=NN(C1=O)CC1=CC=C(S1)C=1C=C2CCC(N(C2=CC1)C)=O)=C(F)F